5,7-dimethoxy-2-(m-fluorophenyl)-flavanone COC1=C2C(CC(OC2=CC(=C1)OC)(C1=CC=CC=C1)C1=CC(=CC=C1)F)=O